N1C(=NC=C1)C=1N=NC(=CN1)C(=O)N 3-(1H-imidazol-2-yl)-1,2,4-triazine-6-carboxamide